[1-[(2-chloro-4-pyridinyl)methyl]pyrazol-4-yl]methylamine hydrochloride Cl.ClC1=NC=CC(=C1)CN1N=CC(=C1)CN